FC=1C=C(C=CC1F)N1N=C(C2=C1CC([C@H]2O)(F)F)C(F)(F)F (4S)-1-(3,4-difluorophenyl)-5,5-difluoro-3-(trifluoromethyl)-4,6-dihydrocyclopenta[c]pyrazol-4-ol